ClC1=CC(=C(C(=C1)C(C)C)NC(=O)NS(=O)(=O)C=1C=2C=CN=CC2C=CC1)C(C)C N-((4-chloro-2,6-diisopropylphenyl)carbamoyl)isoquinoline-5-sulfonamide